3-p-chlorophenyl-1,2-di-p-toluenesulfonyl-2-propene ClC1=CC=C(C=C1)C=C(CS(=O)(=O)C1=CC=C(C)C=C1)S(=O)(=O)C1=CC=C(C)C=C1